C(N)(O[C@@H](C[C@@H](C(C)C)C(C1=CC(=C(C=C1)OC)OCCCOC)O)[C@H]1OC([C@@H](C1)C(C)C)=O)=O ((1S,3S)-3-(hydroxy (4-methoxy-3-(3-methoxypropoxy) phenyl) methyl)-4-methyl-1-((2S,4S)-tetrahydro-4-isopropyl-5-oxo-2-furanyl) pentyl) carbamate